ClC=1C=CC(=C2C=NNC12)C#C 7-chloro-4-ethynyl-1H-indazole